((4-chlorobenzyl)oxy)-2-(methoxymethoxy)benzaldehyde ClC1=CC=C(COC=2C(=C(C=O)C=CC2)OCOC)C=C1